6-cyclopropoxynaphthalen tert-Butyl-(R)-7-methyl-3-(3,4,5-trifluorophenyl)-2,4,5,7-tetrahydro-6H-pyrazolo[3,4-c]pyridine-6-carboxylate C(C)(C)(C)OC(=O)N1[C@@H](C=2C(CC1)=C(NN2)C2=CC(=C(C(=C2)F)F)F)C.C2(CC2)OC=2C=C1C=CC=CC1=CC2